FC(S(=O)(=O)OC1=C(C=C(C=C1)C([2H])([2H])[2H])F)(F)F [2-fluoro-4-(trideuteriomethyl)phenyl] trifluoromethanesulfonate